2-((1-oxo-4-(o-tolyl)-1,2-dihydroisoquinolin-7-yl)oxy)acetamide O=C1NC=C(C2=CC=C(C=C12)OCC(=O)N)C1=C(C=CC=C1)C